N1(CCC12CCC2)C2=C(C=CC(=N2)C(=O)N[C@@H](CO)C)OC2=CC=C(C=C2)C(F)(F)F 6-(1-Azaspiro[3.3]heptan-1-yl)-N-[(2R)-1-hydroxypropan-2-yl]-5-[4-(trifluoromethyl)phenoxy]pyridine-2-carboxamide